N-benZyl-N-(1-phenylvinyl)acetamide gamma-3-chloropropyl-L-Glutamate ClCCCC(C[C@H](N)C(=O)O)C(=O)O.C(C1=CC=CC=C1)N(C(C)=O)C(=C)C1=CC=CC=C1